BrC=1C=C(C=CC1)C1=CNC(O1)=O 5-(3-bromophenyl)oxazol-2(3H)-one